1-(4-hydroxy-1,1-dioxidotetrahydrothiophen-3-yl)-N-((5-phenyl-1,3,4-thiadiazol-2-yl)methyl)-1H-1,2,3-triazole-4-carboxamide OC1C(CS(C1)(=O)=O)N1N=NC(=C1)C(=O)NCC=1SC(=NN1)C1=CC=CC=C1